3-(aminomethyl)-2,6-difluorophenol NCC=1C(=C(C(=CC1)F)O)F